C(C)(C)(C)OC(=O)N1C=C(C2=CC=CC=C12)S(=O)(=O)C 3-(methylsulfonyl)-1H-indole-1-carboxylic acid tert-butyl ester